5-(chloromethyl)-3-(2-methyl-[1,1'-biphenyl]-3-yl)-1,2,4-oxadiazole ClCC1=NC(=NO1)C=1C(=C(C=CC1)C1=CC=CC=C1)C